5-(propan-2-yl)isoquinolin-3-amine CC(C)C1=C2C=C(N=CC2=CC=C1)N